C(C)C1=NC=NC=C1F C4-ethyl-5-fluoropyrimidine